C[C@]12CC[C@@H](C([C@@H]1CC[C@@]3([C@@H]2CC[C@@]45[C@]3(C[C@H]([C@@]6([C@H]4CC(CC6)(C)C)CO5)O)C)C)(C)C)O[C@H]7[C@@H]([C@H]([C@H](CO7)O[C@H]8[C@@H]([C@H]([C@@H]([C@H](O8)CO)O)O[C@H]9[C@@H]([C@H]([C@@H]([C@H](O9)CO)O)O[C@H]1[C@@H]([C@H]([C@@H]([C@H](O1)CO)O)O)O)O)O[C@H]1[C@@H]([C@H]([C@@H](CO1)O)O)O)O)O[C@H]1[C@@H]([C@H]([C@@H]([C@H](O1)CO)O)O)O The molecule is a triterpenoid saponin that is composed of (3beta,16alpha)-13,28-epoxyoleanane-3,16-diol having a beta-D-Glcp-(1->2)-{beta-D-Xylp-(1->2)-[beta-D-Glcp-(1->3)-beta-D-Glcp-(1->3)]-beta-D-Glcp-(1->4)}-alpha-L-Arap moiety attached to position 3 by a glycosidic linkage. It is isolated from the whole plants of Ardisia japonica and exhibits significant cytotoxicity against a panel of human cancer cell lines. It has a role as an antineoplastic agent and a plant metabolite. It is a hexasaccharide derivative, a bridged compound, a cyclic ether, a secondary alcohol, a hexacyclic triterpenoid and a triterpenoid saponin. It derives from a (3beta,16alpha)-13,28-epoxyoleanane-3,16-diol. It derives from a hydride of an oleanane.